2-[4-(4-chlorophenyl)-5-(pyridin-4-yl)-1H-imidazol-1-yl]-1-[(1S,4S)-5-methyl-2,5-diazabicyclo[2.2.1]hept-2-yl]ethan-1-one ClC1=CC=C(C=C1)C=1N=CN(C1C1=CC=NC=C1)CC(=O)N1[C@@H]2CN([C@H](C1)C2)C